C(C1=CC=CC=C1)N(C1CC2=C(N(N=C2CC1)C1=NC=CC=C1)O)CC 5-(benzylethylamino)-2-(pyridin-2-yl)-4,5,6,7-tetrahydro-2H-indazol-3-ol